3-bromo-4-hydroxybutyramide BrC(CC(=O)N)CO